(2S,5R)-2-((difluoromethoxy)methyl)-5-(4-(trifluoromethyl)phenyl)piperidine-1-carboxylic acid tert-butyl ester C(C)(C)(C)OC(=O)N1[C@@H](CC[C@@H](C1)C1=CC=C(C=C1)C(F)(F)F)COC(F)F